FC1=CC=C(C=C1)N1CC(CC1=O)NC(CC1=C(C=CC=C1)C)=O N-[1-(4-fluorophenyl)-5-oxopyrrolidin-3-yl]-2-(2-methylphenyl)acetamide